C(NC(=O)C=1N=NC=CC1NC1=C(C=C(C=C1)C=1N=NN(N1)C)OC(F)(F)F)([2H])([2H])[2H] N-(methyl-d3)-4-((4-(2-methyl-tetrazol-5-yl)-2-(trifluoromethoxy)phenyl)amino)pyridazine-3-carboxamide